FC(CC1=CC=CC(=N1)N)(F)F 6-(2,2,2-trifluoroethyl)pyridin-2-amine